2-(3,5-dimethoxyphenoxy)-6-phenylpyrazine COC=1C=C(OC2=NC(=CN=C2)C2=CC=CC=C2)C=C(C1)OC